N1=C(C=CC=C1)C1(CCC1)C=O 1-(pyridin-2-yl)cyclobutane-1-Formaldehyde